[1-(2-Cyclopropyl-6-fluoro-phenyl)-piperidin-4-yl]-carbamic acid tert-butyl ester C(C)(C)(C)OC(NC1CCN(CC1)C1=C(C=CC=C1F)C1CC1)=O